[W].[Ag].[Ni] nickel-silver-tungsten